NCCOCCOCCOCCOCCOCCNC([C@H](CCC(=O)NC1=C(C(=C(C=C1C)C)Br)C)NC(OC(C)(C)C)=O)=O tert-butyl (S)-(1-amino-23-((3-bromo-2,4,6-trimethylphenyl)amino)-19,23-dioxo-3,6,9,12,15-pentaoxa-18-azatricosan-20-yl)carbamate